tert-butyl 4-{(2E)-2-[2-(4-bromophenyl)hydrazinylidene]-2-cyanoacetyl}piperidine-1-carboxylate BrC1=CC=C(C=C1)N\N=C(\C(=O)C1CCN(CC1)C(=O)OC(C)(C)C)/C#N